FC1(CC(CN(C1)C=1C(=NC(=CC1)C=1N=NN(C1CO)C)C)CC(=O)O)F 2-(5,5-difluoro-1-(6-(5-(hydroxymethyl)-1-methyl-1H-1,2,3-triazol-4-yl)-2-methylpyridin-3-yl)piperidin-3-yl)acetic acid